C(C)(C)(C)N(C([O-])=O)[C@@H]1CNCC(C1)(F)F.NCCC[NH3+] (3-aminopropyl)ammonium tert-butyl-(S)-(5,5-difluoropiperidin-3-yl)carbamate